3,4-dicarboxyphenylphenylether C(=O)(O)C=1C=C(C=CC1C(=O)O)C1=C(C=CC=C1)OC1=C(C=CC=C1)C1=CC(=C(C=C1)C(=O)O)C(=O)O